(R)-1-(2-METHOXYETHOXY)HEX-5-ENE-2-SULFONAMIDE COCCOC[C@@H](CCC=C)S(=O)(=O)N